CC=1N(C(=C2C(N(N=CC21)C2=CC=CC=C2)=O)C)C=2C=C(C=CC2)C 5,7-dimethyl-2-phenyl-6-(m-tolyl)-2,6-dihydro-1H-pyrrolo[3,4-d]pyridazin-1-one